4-(6-bromo-1H-benzo[d]imidazol-1-yl)-[1,1'-biphenyl]-2-amine BrC=1C=CC2=C(N(C=N2)C=2C=C(C(=CC2)C2=CC=CC=C2)N)C1